CC=1C=C(C(=O)C2=CC(=CC=C2)C)C=CC1C 3,3'-Dimethyl-4-methyl-benzophenone